C(C1=CC=CC=C1)N1C2CN(CC1CC2)C2=NC(=NC=C2)Cl 8-Benzyl-3-(2-chloropyrimidin-4-yl)-3,8-diazabicyclo[3.2.1]octane